Natrium (S)-3-(3-(4-Hydroxy-1-methyl-2-oxo-1,2-dihydropyridin-3-yl)ureido)-3-(3-(pyrazin-2-yl)phenyl)propanoat OC1=C(C(N(C=C1)C)=O)NC(N[C@@H](CC(=O)[O-])C1=CC(=CC=C1)C1=NC=CN=C1)=O.[Na+]